S(C)(=O)(=O)O.C(C)(C)(C)C1=NC(=C(N1)C1=CC=C2C(=N1)N(C(=N2)N)[C@@H](C(C)(C)C)C)C2=CC=C(C=C2)F r-5-[2-tert-butyl-5-(4-fluorophenyl)-3H-imidazol-4-yl]-3-(1,2,2-trimethylpropyl)-3H-imidazo[4,5-b]pyridin-2-ylamine mesylate